N1C(=NCC1)C1=CC=C(NC(=O)C2=C(NC(=O)NC3=CC=C(NC(=O)NC4=C(C(=O)NC5=CC=C(C=C5)C=5NCCN5)C=CC(=C4)C(=O)NC4=CC=C(C=C4)C=4NCCN4)C=C3)C=C(C=C2)C(=O)NC2=CC=C(C=C2)C=2NCCN2)C=C1 2-(((4-(((2,5-bis((4-(4,5-dihydro-1H-imidazol-2-yl)anilino)carbonyl)anilino)carbonyl)amino)anilino)carbonyl)amino)-N1,N4-bis(4-(4,5-dihydro-1H-imidazol-2-yl)phenyl)terephthalamide